C(C)NC1=NC=CC(=N1)C1=C(N=C(S1)NC(=O)NC1=CC(=C(C=C1)CN1CCN(CC1)C)C(F)(F)F)C 1-(5-(2-(Ethylamino)pyrimidin-4-yl)-4-methylthiazol-2-yl)-3-(4-((4-methylpiperazin-1-yl)methyl)-3-(trifluoromethyl)phenyl)urea